3-fluoro-4-((4-(1-(2-hydroxy-2-methylpropyl)-1H-pyrazol-4-yl)-5-(trifluoromethyl)pyrimidin-2-yl)amino)-2-methylbenzenesulfonamide FC=1C(=C(C=CC1NC1=NC=C(C(=N1)C=1C=NN(C1)CC(C)(C)O)C(F)(F)F)S(=O)(=O)N)C